methyl (S)-2-((tert-butoxycarbonyl)amino)-3-(1-tosyl-1H-indazol-5-yl)propanoate C(C)(C)(C)OC(=O)N[C@H](C(=O)OC)CC=1C=C2C=NN(C2=CC1)S(=O)(=O)C1=CC=C(C)C=C1